[Pd+2].ClC1=CC(=NC=C1Cl)NC(=O)C1CC1 N-(4,5-dichloropyridin-2-yl)cyclopropanecarboxamide palladium(II)